di-isoPropyl-aminosilane C(C)(C)[SiH](N)C(C)C